C1(=CC=C(C=C1)CN1N=CC2=CC(=CC(=C12)C(=O)OC)Br)C1=CC=CC=C1 methyl 1-([1,1'-biphenyl]-4-ylmethyl)-5-bromo-1H-indazole-7-carboxylate